FC=1C=C(C=C(C1)F)C(C)OC=1C=C2C(=NNC2=CC1)C1=NC2=C(N1)CN(C2)C2CN(CCC2)CC 5-(1-(3,5-Difluorophenyl)ethoxy)-3-(5-(1-Ethylpiperidin-3-yl)-1,4,5,6-Tetrahydropyrrolo[3,4-d]imidazol-2-yl)-1H-Indazol